(4-(3-hydroxyoxetan-3-yl)phenyl)(1-methyl-3-(4-(trifluoromethyl)phenyl)-4,6-dihydropyrrolo[3,4-c]pyrazol-5(1H)-yl)methanone OC1(COC1)C1=CC=C(C=C1)C(=O)N1CC=2N(N=C(C2C1)C1=CC=C(C=C1)C(F)(F)F)C